P(=O)(OC[C@]1(O[C@H]([C@@H]2OC(O[C@@H]21)(C)C)C2=CC=C1C(=NC=NN12)N)C#N)(OC1CCCC1)OC1=CC=C(C=C1)[N+](=O)[O-] ((3aS,4R,6S,6aS)-6-(4-aminopyrrolo[2,1-f][1,2,4]triazin-7-yl)-4-cyano-2,2-dimethyltetrahydrofuro[3,4-d][1,3]dioxol-4-yl)methyl cyclopentyl (4-nitrophenyl) phosphate